BrCCOCCOCCOCCC(N[C@H](C(=O)N1[C@@H](C[C@H](C1)O)C(=O)N[C@@H](C)C1=CC=C(C=C1)C1=C(N=CS1)C)C(C)(C)C)=O (2S,4R)-1-((S)-1-bromo-14-(tert-butyl)-12-oxo-3,6,9-trioxa-13-azapentadecan-15-oyl)-4-hydroxy-N-((S)-1-(4-(4-methylthiazol-5-yl)phenyl)ethyl)pyrrolidine-2-carboxamide